6-chloro-1-(tetrahydro-2H-pyran-2-yl)-4-(trifluoromethyl)-1H-pyrazolo[3,4-b]pyridine ClC1=CC(=C2C(=N1)N(N=C2)C2OCCCC2)C(F)(F)F